C1(CC1)CC(C(=O)O)N1N=NC(=C1C)C 3-cyclopropyl-2-(4,5-dimethyl-1H-1,2,3-triazol-1-yl)propanoic acid